4-oxo-4H-quinolizine-3-carboxylate O=C1C(=CC=C2C=CC=CN12)C(=O)[O-]